indazole-5-carboxylic acid N1N=CC2=CC(=CC=C12)C(=O)O